(R)-N-(3,3-difluoro-1-(methyl-d3)piperidin-4-yl)-5-(1-(2-fluoroethyl)-1H-benzo[d][1,2,3]triazol-6-yl)-4-methoxypyrrolo[2,1-f][1,2,4]triazin-7-d-2-amine FC1(CN(CC[C@H]1NC1=NN2C(C(=N1)OC)=C(C=C2[2H])C=2C=CC1=C(N(N=N1)CCF)C2)C([2H])([2H])[2H])F